2-methylpent-4-enoic acid CC(C(=O)O)CC=C